C(N)(=O)C1CCN(CC1)C(CNC(=O)C1=CC2=C(N(C(=N2)NC=2SC3=C(N2)C=CC(=C3)OC(F)(F)F)C)C=C1)=O 1-Methyl-2-(6-trifluoromethoxy-benzothiazol-2-ylamino)-1H-benzoimidazole-5-carboxylic acid [2-(4-carbamoyl-piperidin-1-yl)-2-oxo-ethyl]-amide